OC=1C=C(C=C(C1O)C)C1(C2=CC=CC=C2C=2C=CC=CC12)C1=CC(=C(C(=C1)C)O)O 9,9-bis(3,4-dihydroxy-5-methylphenyl)fluorene